FC1=C(C=C(C(=C1)OC)OCCC)C1=NC(=CC(=N1)C1CB(OC1)O)CO 4-(2-(2-fluoro-4-methoxy-5-propoxyphenyl)-6-(hydroxymethyl)pyrimidin-4-yl)-1,2-oxaborolan-2-ol